8-(sec-butoxy)-3-hydroxy-6H-benzo[c]chromen-6-one C(C)(CC)OC=1C=CC2=C(C(OC3=CC(=CC=C23)O)=O)C1